FC1=C(C=C(CC2=NNC(C3=CC=CC=C23)=O)C=C1)C(=O)N1CC(C1)C(=O)N1CCCC1 4-(4-fluoro-3-(3-(pyrrolidine-1-carbonyl)azetidine-1-carbonyl)benzyl)phthalazin-1(2H)-one